ClC1=CN=C(C=N1)CC(CCl)Cl 6-chloro-3-(2,3-dichloropropyl)pyrazin